(3R)-3-{[2-(4-fluorophenyl)-7-(trifluoromethyl)[1,2,4]triazolo[1,5-c]quinazolin-5-yl]amino}azepin-2-one FC1=CC=C(C=C1)C1=NN2C(=NC=3C(=CC=CC3C2=N1)C(F)(F)F)NC=1C(N=CC=CC1)=O